O1C(=NC=C1)CC(=O)N1[C@@H](CCC1)C(=O)N[C@H](C1=CC=C(C=C1)C(C)C)C1=CC=CC=C1 (2S)-1-[2-(1,3-oxazol-2-yl)acetyl]-N-[(S)-phenyl[4-(propan-2-yl)phenyl]methyl]pyrrolidine-2-carboxamide